2-cyclohexyl-2-(3,3,3-tribromopropyl)-1,3-dimethoxypropane C1(CCCCC1)C(COC)(COC)CCC(Br)(Br)Br